CC1(NCOC1)C 4,4-DIMETHYL-OXAZOLIDINE